tert-butyl (trans-2-((tert-butyldiphenylsilyl)oxy)-5-methylcyclopentyl)carbamate [Si](C1=CC=CC=C1)(C1=CC=CC=C1)(C(C)(C)C)OC1C(C(CC1)C)NC(OC(C)(C)C)=O